C(C)[C@@H]1N(S(OC1)(=O)=O)C(=O)OC(C)(C)C tert-butyl (4S)-4-ethyl-2,2-dioxo-1,2lambda6,3-oxathiazolidine-3-carboxylate